β-cyano-alanine C(#N)C[C@H](N)C(=O)O